heptadecanon CC(CCCCCCCCCCCCCCC)=O